ethyl 1,2-dihydro-2-ethoxyquinoline-1-carboxylate C(C)OC1N(C2=CC=CC=C2C=C1)C(=O)OCC